(cyclopropylmethyl)amino-N-(2-(3,4-dihydroisoquinolin-2(1H)-yl)ethyl)-3-(1H-indol-3-yl)propanamide ethyl-2-((tert-butyldimethylsilyl)oxy)propanoate C(C)OC(C(C)O[Si](C)(C)C(C)(C)C)=O.C1(CC1)CNC(C(=O)NCCN1CC2=CC=CC=C2CC1)CC1=CNC2=CC=CC=C12